C(CCC(=O)O)(=O)O.NC1=C(N=CC(=N1)N1CCC2(C(C(OC2)C)N)CC1)SC1=C(C(=NC=C1)N)Cl 8-(6-amino-5-((2-amino-3-chloropyridin-4-yl)thio)pyrazin-2-yl)-3-methyl-2-oxa-8-azaspiro[4.5]decan-4-amine succinate